4-((5-(2,4-dichloro-3-hydroxyphenyl)-1,3,4-thiadiazol-2-yl)methyl)-6-ethyl-4,6-diazaspiro[2.4]heptane-5,7-dione ClC1=C(C=CC(=C1O)Cl)C1=NN=C(S1)CN1C2(CC2)C(N(C1=O)CC)=O